OC1=C(C=CC(=C1)C(F)(F)F)C1=C(N=C(N=N1)N1[C@@H]2[C@H](OCC1)C[C@@H](C2)O)C (4aS,6R,7aR)-4-(6-(2-hydroxy-4-(trifluoromethyl)phenyl)-5-methyl-1,2,4-triazin-3-yl)octahydrocyclopenta[b][1,4]oxazin-6-ol